(2S,4R)-1-((S)-2-(10-aminodecanamido)-3,3-dimethylbutanoyl)-4-hydroxy-N-((S)-1-(4-(4-methylthiazol-5-yl)phenyl)ethyl)pyrrolidine-2-carboxamide hydrochloride Cl.NCCCCCCCCCC(=O)N[C@H](C(=O)N1[C@@H](C[C@H](C1)O)C(=O)N[C@@H](C)C1=CC=C(C=C1)C1=C(N=CS1)C)C(C)(C)C